tert-butyl (3-(5-propylpyridin-2-yl)bicyclo[1.1.1]pentan-1-yl)carbamate C(CC)C=1C=CC(=NC1)C12CC(C1)(C2)NC(OC(C)(C)C)=O